[Co].[Cu]=S.[Co] cobalt copper sulfide cobalt